4-(bromo-3-methyl-2-oxo-2,3-dihydro-1H-benzo[d]imidazol-1-yl)piperidine-2,6-dione BrC1=CC=CC=2N(C(N(C21)C)=O)C2CC(NC(C2)=O)=O